3-isopropyl-2-(2-methylpyridin-4-yl)-5-(1-(tetrahydrofuran-3-yl)piperidin-4-yl)-1H-indole C(C)(C)C1=C(NC2=CC=C(C=C12)C1CCN(CC1)C1COCC1)C1=CC(=NC=C1)C